2-((1R,4R)-4-((R)-2-hydroxy-N-methylpropanamidyl)cyclohexyl)-6-methoxy-N-(2-oxo-1-(1H-pyrazol-4-yl)-1,2-dihydropyridin-3-yl)-2H-indazole-5-carboxamide O[C@@H](C(=O)N(C)C1CCC(CC1)N1N=C2C=C(C(=CC2=C1)C(=O)NC=1C(N(C=CC1)C=1C=NNC1)=O)OC)C